IC1=NNC2=CC(=CC=C12)[C@@H]1C[C@@]12C(NC1=CC=C(C=C21)OC)=O (1r,2s)-2-(3-iodo-1H-indazol-6-yl)-5'-methoxyspiro[cyclopropan-1,3'-indolin]-2'-one